CN(C1=NC=CC=C1)N1N=CC2=CC=CC=C12 (methyl(pyridin-2-yl)amino)-1H-indazol